COC1=CC=C(C=C1)C1=CC(=NN1)NC=1C=C(C(=O)OCC)C=CC1 ethyl 3-((5-(4-methoxyphenyl)-1H-pyrazol-3-yl)amino)benzoate